pentamethyl-diethylene-triamine CN(CCN(CCN(C)C)C)C